ethyl (1S,3S,5R)-5-((2-azidoethoxy)methyl)-2-((4-(4-fluorophenoxy)benzoyl)glycyl)-2-azabicyclo[3.1.0]hexane-3-carboxylate N(=[N+]=[N-])CCOC[C@@]12C[C@H](N([C@H]2C1)C(CNC(C1=CC=C(C=C1)OC1=CC=C(C=C1)F)=O)=O)C(=O)OCC